C(CC#C)N(C(OC(C)(C)C)=O)C Tert-Butyl N-but-3-ynyl-N-methyl-carbamate